1,2,3,4,4a,5,6,7,8,9,10,10a-dodecahydro-1,4a-dimethyl-7-(1-methylethyl)-1-phenanthrenecarboxylic acid methyl ester COC(=O)C1(CCCC2(C=3CCC(CC3CCC12)C(C)C)C)C